3-hydroxypyrrolidine-3-carboxamide OC1(CNCC1)C(=O)N